(4-Fluorophenyl)-3-(2-(pyridine-3-yl)ethyl)-7H-[1,2,4]triazolo[3,4-b][1,3,4]thiadiazine FC1=CC=C(C=C1)C1=NN2C(SC1)=NN=C2CCC=2C=NC=CC2